(S)-2-(4-Methylphenylsulfonamido)-M-(4-morpholinophenyl)-N5-(4-(trifluoromethyl)phenyl)pentanediamide CC1=CC=C(C=C1)S(=O)(=O)N[C@H](C(=O)N)CCC(=O)NC1=CC(=C(C=C1)C(F)(F)F)C1=CC=C(C=C1)N1CCOCC1